2-hydroxypentan-2,4-dien-ylidene-2,2-dimethyl-1,3-dioxane-4,6-dione OC(C=C1C(OC(OC1=O)(C)C)=O)=CC=C